(4-((Tert-butoxycarbonyl)amino)-2-oxopyrimidin-1(2H)-yl)acetic acid C(C)(C)(C)OC(=O)NC1=NC(N(C=C1)CC(=O)O)=O